(3aR,5s,6aS)-2-((2,2-dimethyltetrahydro-2H-pyran-4-yl)methyl-d2)-N-(6-(2-(trifluoromethyl)pyridin-3-yl)pyridazin-3-yl)octahydrocyclopenta[c]pyrrol-5-amine CC1(OCCC(C1)C(N1C[C@@H]2[C@H](C1)CC(C2)NC=2N=NC(=CC2)C=2C(=NC=CC2)C(F)(F)F)([2H])[2H])C